N-[2-{[2-(Dimethylamino)ethyl](methyl)amino}-5-(4-{[(1R,2R)-2-hydroxycyclohexyl]amino}-6-phenylfuro[2,3-d]pyrimidin-5-yl)phenyl]prop-2-enamide CN(CCN(C1=C(C=C(C=C1)C1=C(OC=2N=CN=C(C21)N[C@H]2[C@@H](CCCC2)O)C2=CC=CC=C2)NC(C=C)=O)C)C